bis(1,3-propanediamine)-gold salt [Au].C(CCN)N.C(CCN)N